C(=C)C1=NC(=C(N1CCC=1C=NN(C1)C)C1=CC=C(C#N)C=C1)C=1C=NN(C1)C 4-[2-ethenyl-5-(1-methylpyrazol-4-yl)-3-[2-(1-methylpyrazol-4-yl)ethyl]imidazol-4-yl]benzonitrile